COCC(CC)N 1-(methoxymethyl)propylamine